NC=1C=C(CNC2=NC(=NC=3N2N=CC3CC)OC3CCN(CC3)C)C=CC1 N-(3-aminobenzyl)-8-ethyl-2-((1-methylpiperidin-4-yl)oxy)pyrazolo[1,5-a][1,3,5]triazin-4-amine